C1(CC1)C=1N=C2N(C3=CC(=NC=C3C=C2C=2C=NC(=CC2C)[C@@H](CC)O)NC(=O)[C@@H]2C(C2)(F)F)C1 (R)-N-(2-cyclopropyl-4-(6-((R)-1-hydroxypropyl)-4-methylpyridin-3-yl)imidazo[1,2-a][1,6]naphthyridin-8-yl)-2,2-difluorocyclopropane-1-carboxamide